[2H]C(N1N=NC(=C1)C1=CC2=C(N=C(S2)N)C=C1)(C1=C(C=C(C=C1)C=1OC(=NN1)C(F)F)F)[2H] 6-[1-[dideuterio-[4-[5-(difluoromethyl)-1,3,4-oxadiazol-2-yl]-2-fluorophenyl]methyl]triazol-4-yl]-1,3-benzothiazol-2-amine